thioadenosine triphosphate P(O)(=O)(OP(=O)(O)OP(=O)(O)O)OC[C@@H]1[C@H]([C@H]([C@@H](O1)N1C=NC=2C(N)=NC=NC12)S)O